(2S)-4,4-Difluoro-N-{4-[5-fluoro-7-methyl-3-(pyridin-2-yl)-1H-pyrrolo[3,2-b]pyridin-2-yl]pyridin-2-yl}-2-(4-fluorophenyl)butanamid FC(C[C@H](C(=O)NC1=NC=CC(=C1)C1=C(C2=NC(=CC(=C2N1)C)F)C1=NC=CC=C1)C1=CC=C(C=C1)F)F